1-fluoro-2,4-dinitrophenyl-acetonitrile FC1(C(C=C(C=C1)[N+](=O)[O-])[N+](=O)[O-])CC#N